tris-(4-formylphenyl)phosphine C(=O)C1=CC=C(C=C1)P(C1=CC=C(C=C1)C=O)C1=CC=C(C=C1)C=O